tert-Butyl 2-cyanoacetate C(#N)CC(=O)OC(C)(C)C